ClC1=NC=C(C=C1C1=CC=2N(C(N(C(C2S1)=O)C1=CN=CC2=CC=CC(=C12)F)=O)CCC#N)OC 3-(6-(2-chloro-5-methoxypyridin-3-yl)-3-(5-fluoroisoquinolin-4-yl)-2,4-dioxo-3,4-dihydrothieno[3,2-d]pyrimidin-1(2H)-yl)propionitrile